N-(2-(trifluoromethoxy)ethyl)pyridineamide FC(OCCNC(=O)C1=NC=CC=C1)(F)F